C(#N)C1=C(C=CC=C1)NC(=O)C1=NC=CC=C1 N-(2-cyanophenyl)pyridinecarboxamide